C(C)(C)(C)OC(=O)N[C@@H](C(=O)OC)CC=O methyl (2R)-2-(tert-butoxycarbonylamino)-4-oxo-butanoate